CC1(O[C@@H]2[C@H](O1)[C@H](C[C@H]2N2C=CC1=C2N=C(N=C1N)Cl)C=1C=NN(C1)C1OCCCC1)C 7-[(3aS,4R,6R,6aR)-2,2-dimethyl-6-[1-(oxan-2-yl)pyrazol-4-yl]-tetrahydro-3aH-cyclopenta[d][1,3]dioxol-4-yl]-2-chloropyrrolo[2,3-d]pyrimidin-4-amine